N'-acetyl-4-amino-N',1-dimethyl-N-[[2-methyl-6-(trifluoromethyl)-3-pyridyl]methyl]pyrazolo[4,3-c]quinoline-8-carbohydrazide C(C)(=O)N(N(C(=O)C1=CC=2C3=C(C(=NC2C=C1)N)C=NN3C)CC=3C(=NC(=CC3)C(F)(F)F)C)C